C(C)(C)(C)N(C(O)=O)CC1=NC=C(C=C1)Br tert-butyl-((5-bromopyridin-2-yl)methyl)carbamic acid